3-(m-tolyl)Propionaldehyde sodium salt [Na].C1(=CC(=CC=C1)CCC=O)C